2,3-dimethyl-9,10-bis(n-heptanyloxy)anthracene (2-amino-3-(3-((6-((2-methylfuran-3-yl)methoxy)pyridin-3-yl)methyl)isoxazol-5-yl)pyridin-1-ium-1-yl)methyl-hydrogenphosphate NC1=[N+](C=CC=C1C1=CC(=NO1)CC=1C=NC(=CC1)OCC1=C(OC=C1)C)COP(=O)(O)[O-].CC1=CC2=C(C3=CC=CC=C3C(=C2C=C1C)OCCCCCCC)OCCCCCCC